(3-bromo-4-hydroxy-5-(trifluoromethyl)phenyl)(3-ethyl-6-(trifluoromethyl)-imidazo[1,2-a]pyrimidin-2-yl)methanone BrC=1C=C(C=C(C1O)C(F)(F)F)C(=O)C=1N=C2N(C=C(C=N2)C(F)(F)F)C1CC